C(C1=CC=CC=C1)OCCCCC(C(=O)OC(C)(C)C)(F)F tert-butyl 6-(benzyloxy)-2,2-difluorohexanoate